(1'S)-1'-{[(R)-2-methylpropane-2-sulfinyl]amino}-1',3'-dihydrospiro[azetidine-3,2'-indene]-1-carboxylic acid tert-butyl ester C(C)(C)(C)OC(=O)N1CC2([C@H](C3=CC=CC=C3C2)N[S@](=O)C(C)(C)C)C1